C(C)(C)C=1C2=C(NC1C=1C=C(C=3N(C1)N=CN3)C)C=C(S2)C2CCC(CC2)C(=O)O 4-(6-isopropyl-5-(8-methyl-[1,2,4]triazolo[1,5-a]pyridin-6-yl)-4H-thieno[3,2-b]pyrrol-2-yl)cyclohexane-1-carboxylic acid